N1=CN=CC(=C1)N1N=CC(=C1C(F)(F)F)C(=O)OCC ethyl 1-(pyrimidin-5-yl)-5-(trifluoromethyl)-1H-pyrazole-4-carboxylate